2,2'-[(3-hydroxy-4-methoxyphenyl)methylene]bis(3,5-dimethylphenol) OC=1C=C(C=CC1OC)C(C1=C(C=C(C=C1C)C)O)C1=C(C=C(C=C1C)C)O